FC(OCCO)(F)F 2-(trifluoromethoxy)ethan-1-ol